2-(6-bromo-4-methyl-2-pyridyl)-5-(trifluoromethyl)-2,3-dihydro-1-benzofuran BrC1=CC(=CC(=N1)C1OC2=C(C1)C=C(C=C2)C(F)(F)F)C